C(C=C)(=O)N1CC(C1)C1=CC2=CC(N(C=C2C=C1)C1=C2C=NNC2=CC=C1C)=O 6-(1-acryloylazetidin-3-yl)-2-(5-methyl-1H-indazol-4-yl)isoquinolin-3(2H)-one